C(C)(C)(C)OC(NC(C(F)(F)F)CCO)=O (1,1,1-trifluoro-4-hydroxybut-2-yl)carbamic acid tert-butyl ester